tert-Butyl (3-bromo-7-methyl-8-oxo-6,7,8,9-tetrahydro-5H-pyrido[2,3-b]azepin-7-yl)carbamate BrC1=CC2=C(NC(C(CC2)(C)NC(OC(C)(C)C)=O)=O)N=C1